FC1=C(CN2C(=NC3=NC=C(C=C32)N3C=CC=2N=CN=C(C23)OC)C)C=C(C=C1)F 1-(2,5-difluorobenzyl)-6-(4-methoxy-5H-pyrrolo[3,2-d]pyrimidin-5-yl)-2-methyl-1H-imidazo[4,5-b]pyridine